C12(CC3CC(CC(C1)C3)C2)NCCCCCCCCC2=C3C(N(C(C3=CC=C2)=O)C2C(NC(CC2)=O)=O)=O 4-(8-((adamantan-1-yl)amino)octyl)-2-(2,6-dioxopiperidin-3-yl)isoindoline-1,3-dione